diphenyl-N,N'-bis-(3-methylphenyl)-1,1'-biphenyl-4,4'-diamine C1(=CC=CC=C1)C=1C(=C(C=CC1NC1=CC(=CC=C1)C)C1=CC=C(C=C1)NC1=CC(=CC=C1)C)C1=CC=CC=C1